ClC=1C=C2C(=C(C(NC2=CC1)=O)C=1CC(N(N1)C(CCC(=O)O)=O)C1=CC(=C(C=C1)OC)F)C1=CC=CC=C1 4-[5-(6-chloro-2-oxo-4-phenyl-1H-quinolin-3-yl)-3-(3-fluoro-4-methoxy-phenyl)-3,4-dihydropyrazol-2-yl]-4-oxo-butanoic acid